BrC=1C(=C2C=NN(C2=CC1)C1=CC(=C(C(=C1)OCOC)F)F)C 5-Bromo-1-(3,4-difluoro-5-(methoxymethoxy)phenyl)-4-methyl-1H-indazole